3-(4-Chlorophenyl)1-[2-(3-methylphenyl)ethyl]urea ClC1=CC=C(C=C1)NC(NCCC1=CC(=CC=C1)C)=O